C(C)(C)(C)C=1C(=NSC1)N (tert-butyl)isothiazol-amine